α,3,4,5-tetrafluoro-benzeneacetic acid FC(C(=O)O)C1=CC(=C(C(=C1)F)F)F